2-(2-(dimethylamino)thiazol-5-yl)ethan-1-ol CN(C=1SC(=CN1)CCO)C